FC1=C(C(=CC=C1)C)C=1C=C(C=2C=C(N=CC2C1)N)N[C@@H]1CN(CC1)C 7-(2-fluoro-6-methyl-phenyl)-N5-[(3S)-1-methylpyrrolidin-3-yl]isoquinoline-3,5-diamine